C(C)(C)N1CCC(CC1)N1N=C(C(=C1)NC1=NC=C(C(=N1)NCCCN1C(CCCC1)=O)C(F)(F)F)C 1-(3-((2-((1-(1-isopropylpiperidin-4-yl)-3-methyl-1H-pyrazol-4-yl)amino)-5-(trifluoromethyl)pyrimidin-4-yl)amino)propyl)piperidin-2-one